1-(4-fluoro-7-methyl-1H-indole-2-carbonyl)piperidin FC1=C2C=C(NC2=C(C=C1)C)C(=O)N1CCCCC1